FC1=C(OC2=CC(=C(C#N)C=C2)C(C)C)C=CC(=C1)N1C2=NC=NC=C2NC1=O 4-[2-fluoro-4-(8-oxo-7H-purin-9-yl)phenoxy]-2-isopropyl-benzonitrile